8-cyclopropyl-2-{[(2S)-1,4-dioxan-2-yl]methyl}-N-{[(2S)-oxolane-2-yl]methyl}-4,5-dihydro-2H-furo[2,3-g]indazole-7-carboxamide C1(CC1)C1=C(OC=2CCC3=CN(N=C3C21)C[C@@H]2OCCOC2)C(=O)NC[C@H]2OCCC2